C(C)(C)(C)OC(=O)N1CCC(C2=CC(=CC=C12)Br)=O 6-bromo-4-oxo-3,4-dihydroquinoline-1(2H)-carboxylic acid tert-butyl ester